heptafluoroisopentyl-carboxylic acid FC(C(C(C(C(=O)O)(F)F)(F)F)(C)F)F